5-((2,6-dimethylpyridin-4-yl)amino)-3-(4-(2-phenylpyrrolidine-1-carboxamido)phenyl)-1H-pyrazole-4-carboxamide CC1=NC(=CC(=C1)NC1=C(C(=NN1)C1=CC=C(C=C1)NC(=O)N1C(CCC1)C1=CC=CC=C1)C(=O)N)C